C1(CC1)NS(=O)(=O)C=1C=C(C=CC1)NC=1C2=C(N=C(N1)NC1=CC=C(C=C1)N1CCN(CC1)C)CCC2 N4-(3-[N-Cyclopropylsulfamoyl]phenyl)-N2-[4-(4-methylpiperazin-1-yl)phenyl]-6,7-dihydro-5H-cyclopenta[d]pyrimidine-2,4-diamine